8-(4-fluoro-1H-indole-2-carbonyl)-5-oxa-8-azaspiro[3.5]nonane-9-carboxylic acid FC1=C2C=C(NC2=CC=C1)C(=O)N1CCOC2(CCC2)C1C(=O)O